2-(azetidin-1-yl)-3-methyl-5-nitropyridine N1(CCC1)C1=NC=C(C=C1C)[N+](=O)[O-]